benzofluorene-amine C1(=CC=CC=2C=CC=3C=4C=CC=CC4CC3C21)N